O[C@@H]1CC2=CC[C@H]3[C@@H]4CC=C([C@@]4(C)CC[C@@H]3[C@]2(CC1)C)N1C=NC2=C1C=C(C(=C2)C)C 3β-Hydroxy-17-(5,6-dimethyl-1H-benzimidazol-1-yl)-androsta-5,16-diene